C1(CC1)C=1N=C2N(C=C(N=C2)C2=CC(=C(C=C2)F)S(F)(F)(F)(F)F)C1C=1C(=C2C=NNC2=CC1)F 2-cyclopropyl-3-(4-fluoro-1H-indazol-5-yl)-6-(4-fluoro-3-pentafluorosulfanyl-phenyl)-imidazo[1,2-a]pyrazine